C(CCCCC(C)C)/C(/C(=O)[O-])=C/C(=O)[O-].C(CCCCC(C)C)/C(/C(=O)[O-])=C/C(=O)[O-].C(CCCCCCC)[Sn+4]CCCCCCCC dioctyltin di(isooctylmaleate)